C(C)NC(=O)C1CCS(CC1)(=O)=O N-ethyl-1,1-dioxo-1λ6-thiane-4-carboxamide